C1(CC1)C1=NC=NC(=C1C=1N=CC2=C(N(CC3N(C2)CCC3)CC3=CC=C(C=C3)C=3N(C=C(N3)C(F)(F)F)C)N1)OC 2-(4-cyclopropyl-6-methoxypyrimidin-5-yl)-11-(4-(1-methyl-4-(trifluoromethyl)-1H-imidazole-2-yl)benzyl)-7,8,9,9a-tetrahydro-5H-pyrimido[4,5-e]pyrrolo[1,2-a][1,4]diazepine